[Cr](=O)(=O)([O-])[O-].[Cr+6].[Cr](=O)(=O)([O-])[O-].[Cr](=O)(=O)([O-])[O-] chromium(VI) chromate